tert-Butyl-2,6-diazaspiro[3.3]heptane-2-carboxylate C(C)(C)(C)OC(=O)N1CC2(C1)CNC2